COC1=CC=C(C=CC2N(CCC2)C(=O)C2=CC=CC=C2)C=C1 (2-(4-methoxystyryl)pyrrolidin-1-yl)(phenyl)methanone